tert-butyl 7-((((benzyloxy)carbonyl)amino)methyl)-7-(4-fluorophenyl)-3-azabicyclo[4.1.0]heptane-3-carboxylate C(C1=CC=CC=C1)OC(=O)NCC1(C2CCN(CC12)C(=O)OC(C)(C)C)C1=CC=C(C=C1)F